7-methyl-6-(2,2,2-trifluoroethyl)-5,6,7,8-tetrahydro-[1,3]dioxolano[4,5-g]isoquinoline CC1N(CC=2C=C3C(=CC2C1)OCO3)CC(F)(F)F